C(C1=CC=CC=C1)OC(=O)N[C@H](C(=O)N(C)[C@H]([C@@H](CC(=O)OC(C)(C)C)OC)[C@H](CC)C)C(C)C (3R,4S,5S)-tert-butyl 4-((S)-2-(((benzyloxy)carbonyl)amino)-N,3-dimethylbutanamido)-3-methoxy-5-methylheptanoate